(2-amino-2-oxo-ethyl)-[2-[3-[[2-chloro-4-[[5-(2,3-difluoro-4-methoxy-phenyl)-1-methyl-imidazole-2-carbonyl]amino]benzoyl]amino]azetidin-1-yl]-2-oxo-ethyl]-dimethyl-ammonium NC(C[N+](C)(C)CC(=O)N1CC(C1)NC(C1=C(C=C(C=C1)NC(=O)C=1N(C(=CN1)C1=C(C(=C(C=C1)OC)F)F)C)Cl)=O)=O